C(C1=CC=CC=C1)OC1=CC=CC=C1 2-(benzyloxy)benzene